C(N)(=O)C1=NN(C2=CC=C(C=C12)O)CC(=O)O 2-(3-carbamoyl-5-hydroxy-1H-indazol-1-yl)acetic acid